CC(C)(C)NS(=O)(=O)C1=CC(=C(C=C1)Br)F 4-bromo-N-(tert-butyl)-3-fluorobenzenesulfonamide